1-(3-Chlorophenyl)-N-ethyl-7-oxo-6-(3-(3-oxo-2-azabicyclo[3.1.0]hex-2-yl)phenyl)-4,5,6,7-tetrahydro-1H-pyrazolo[3,4-c]pyridine-3-carboxamide ClC=1C=C(C=CC1)N1N=C(C2=C1C(N(CC2)C2=CC(=CC=C2)N2C1CC1CC2=O)=O)C(=O)NCC